4-(3-((2-((2-methyl-4-(4-methylpiperazin-1-yl)phenyl)amino)-5-(trifluoromethyl)pyrimidin-4-yl)amino)propyl)-1,4-oxazepan-3-one CC1=C(C=CC(=C1)N1CCN(CC1)C)NC1=NC=C(C(=N1)NCCCN1C(COCCC1)=O)C(F)(F)F